(1S,3S,4S)-N-((S)-1-cyano-2-((R)-2-oxopyrrolidin-3-yl)ethyl)-2-((R)-3-cyclobutyl-2-(2,2,2-trifluoroacetamido)propanoyl)-5,5-difluoro-2-azabicyclo[2.2.2]octane-3-carboxamide C(#N)[C@H](C[C@@H]1C(NCC1)=O)NC(=O)[C@H]1N([C@@H]2CC([C@H]1CC2)(F)F)C([C@@H](CC2CCC2)NC(C(F)(F)F)=O)=O